FC(C1=NN(C=C1C1=NC(=C(C=C1)F)C)[C@@H]1C[C@H](C1)C=O)F trans-3-(3-(difluoromethyl)-4-(5-fluoro-6-methylpyridin-2-yl)-1H-pyrazol-1-yl)cyclobutane-1-carbaldehyde